CN(C)C1=C(C=C(C=C1)[N+](=O)[O-])[N+](=O)[O-] 2,4-dinitro-N,N-dimethylaniline